1,13,14,27-tetrahydroxyheptacosane OCCCCCCCCCCCCC(C(CCCCCCCCCCCCCO)O)O